BrC1=C(C=C2N=CC=3NC(N4C(COC1=C2C34)C3=NC=CC=C3)=O)OC 7-bromo-6-methoxy-10-(pyridin-2-yl)-9,10-dihydro-8-oxa-2,4,10a-triazanaphtho[2,1,8-cde]azulene-1(2H)-one